ethyl 2-(2-((5-(3-(aminomethyl)phenyl)-1-isopropyl-1H-indazol-3-yl)methoxy)-4-methoxyphenyl)acetate NCC=1C=C(C=CC1)C=1C=C2C(=NN(C2=CC1)C(C)C)COC1=C(C=CC(=C1)OC)CC(=O)OCC